CC(COC1=NC=CC=C1C)(C)NC(CC1N(CCC1)C)=O N-(2-methyl-1-((3-methyl-pyridin-2-yl)oxy)propan-2-yl)-2-(1-methyl-pyrrolidin-2-yl)acetamide